tert-butyl (R)-2-(((8-((tert-butoxycarbonyl)(2-(trifluoromethoxy)benzyl)amino)-3-isopropylimidazo[1,2-b]pyridazin-6-yl)oxy)methyl)morpholine-4-carboxylate C(C)(C)(C)OC(=O)N(C=1C=2N(N=C(C1)OC[C@H]1CN(CCO1)C(=O)OC(C)(C)C)C(=CN2)C(C)C)CC2=C(C=CC=C2)OC(F)(F)F